tributyl-[2-(oxetan-3-yl)-4-(trifluoromethyl)thiazol-5-yl]stannane C(CCC)[Sn](C1=C(N=C(S1)C1COC1)C(F)(F)F)(CCCC)CCCC